C(CCCCCCCCC)[C] decylcarbon